3-methyl-1-(2-chloro-5-sulfonylphenyl)-pyrazol-5-one CC=1NN(C(C1)=O)C=1C(=CCC(C1)=S(=O)=O)Cl